(4-(1-(2-chloro-6-methylphenyl)azetidin-3-yl)-2,6-dimethylbenzyl)-piperidine-4-carboxylic acid ClC1=C(C(=CC=C1)C)N1CC(C1)C1=CC(=C(CN2CCC(CC2)C(=O)O)C(=C1)C)C